BrC1=CC2=C(C(NCC3(CCOCC3)O2)=O)C(=C1)OC 8-bromo-6-methoxy-2',3',5',6'-tetrahydro-3H-spiro[benzo[f][1,4]oxazepin-2,4'-pyran]-5(4H)-one